BrC=1SC(=NN1)C(F)F 2-bromo-5-difluoromethyl-1,3,4-thiadiazole